1-(tetrahydropyran-2-yl)-3-(tetramethyl-1,3,2-dioxaborolan-2-yl)-1H-pyrazole O1C(CCCC1)N1N=C(C=C1)B1OC(C(O1)(C)C)(C)C